(S*)-7-Fluoro-6-(5-(1-hydroxyethyl)-1-(methyl-d3)-1H-1,2,4-triazol-3-yl)-4-isopropyl-2-(o-tolyl)isoquinolin-1(2H)-one FC1=C(C=C2C(=CN(C(C2=C1)=O)C1=C(C=CC=C1)C)C(C)C)C1=NN(C(=N1)[C@H](C)O)C([2H])([2H])[2H] |o1:27|